C([O-])([O-])=O.[OH-].[Al+3].[Mg+2] Magnesium aluminium hydroxid carbonat